COC=1C=C(C=CC1)N1C(=C2C(N(N=CC2=C1C)C1=CC=C(C=C1)S(=O)(=O)N)=O)C 4-(6-(3-methoxyphenyl)-5,7-dimethyl-1-oxo-1H-pyrrolo[3,4-d]pyridazin-2(6H)-yl)benzenesulfonamide